N-(4,6-difluorobenzo[d]thiazol-2-yl)-1-(2-(dimethylamino)ethyl)azepane-3-carboxamide FC1=CC(=CC2=C1N=C(S2)NC(=O)C2CN(CCCC2)CCN(C)C)F